isopropyl-1,2,3,4-tetrahydroisoquinoline-7-carbaldehyde C(C)(C)C1NCCC2=CC=C(C=C12)C=O